C(C)N1C=[N+](C=C1)CCOCC 1-ethyl-3-(2-ethoxyethyl)imidazolium